2-chloro-methyl-N-(4-trifluoromethylbenzyl)-benzamide ClC1=C(C(=O)NCC2=CC=C(C=C2)C(F)(F)F)C=CC=C1C